C1(CCC1)C=1N(C=CC1)S(=O)(=O)C1=CC=C(C)C=C1 2-cyclobutyl-1-tosyl-1H-pyrrole